P(=O)(OSC1=CC=CC=C1)(OSC1=CC=CC=C1)OSC1=CC=CC=C1 tris(phenylthio) phosphate